FC(OCCOC1=NN=C(O1)C12CC(C1)(C2)NC(OC(C)(C)C)=O)(F)F tert-butyl (3-{5-[2-(trifluoromethoxy)ethoxy]-1,3,4-oxadiazol-2-yl}bicyclo[1.1.1]pentan-1-yl)carbamate